(2S,4R)-4-hydroxy-N-[(1S)-1-[4-(4-methyl-1,3-thiazol-5-yl)phenyl]ethyl]-1-[(2R)-3-methyl-2-[3-(piperidin-4-yl)-1,2-oxazol-5-yl]butanoyl]pyrrolidine-2-carboxamide O[C@@H]1C[C@H](N(C1)C([C@H](C(C)C)C1=CC(=NO1)C1CCNCC1)=O)C(=O)N[C@@H](C)C1=CC=C(C=C1)C1=C(N=CS1)C